2-chloro-N-(5-chloro-6-(2H-1,2,3-triazol-2-yl)pyridin-3-yl)-8-(trifluoromethyl)-7,8-dihydro-6H-pyrazolo[1,5-a]pyrrolo[2,3-e]pyrimidine-6-carboxamide ClC1=NN2C(N=CC3=C2C(CN3C(=O)NC=3C=NC(=C(C3)Cl)N3N=CC=N3)C(F)(F)F)=C1